6-[4-[3-[4-(3-Ethoxyphenyl)pyrazol-1-yl]-5-(trifluoromethyl)benzoyl]piperazin-1-yl]-N-(3,3,3-trifluoropropylsulfonyl)pyridazine-3-carboxamide C(C)OC=1C=C(C=CC1)C=1C=NN(C1)C=1C=C(C(=O)N2CCN(CC2)C2=CC=C(N=N2)C(=O)NS(=O)(=O)CCC(F)(F)F)C=C(C1)C(F)(F)F